[P].C1(CC1)C(=O)N1[C@H](CN(CC1)CC1=C(C(=CC(=C1)C)NC=1OC(=NN1)[C@@H](C)O)C)C cyclopropyl-[(2S)-4-[[3-[[5-[(1R)-1-hydroxyethyl]-1,3,4-oxadiazol-2-yl]amino]-2,5-dimethyl-phenyl]methyl]-2-methyl-piperazin-1-yl]methanone phosphorus